2-[2-(3,4-difluoro-2-methoxy-phenoxy)-5-fluoro-4-(trifluoromethyl)phenyl]-4,5-dioxaborolan FC=1C(=C(OC2=C(C=C(C(=C2)C(F)(F)F)F)C2BOOC2)C=CC1F)OC